CN1C(=CC=2C=NC(=CC21)N)C2=NC=NC(=C2)C 1-methyl-2-(6-methylpyrimidin-4-yl)-1H-pyrrolo[3,2-c]pyridin-6-amine